(S)-4-(2-((tert-butoxycarbonyl)amino)-3-methylbutyrylamino)butyric acid C(C)(C)(C)OC(=O)N[C@H](C(=O)NCCCC(=O)O)C(C)C